tert-butyl (1-(methoxy(methyl)amino)-1-oxopent-4-yn-2-yl)carbamate CON(C(C(CC#C)NC(OC(C)(C)C)=O)=O)C